CN1C(=NC2=C1C=CC=C2)C2=CC=C(C=C2)CCS 2-(4-(1-methylbenzimidazole-2-yl)phenyl)ethanethiol